CN(C1=CC=C(C=C1)C(C1=CC=CC=C1)C1=C(C=CC=C1)O)C (4-dimethylaminophenyl)(2-hydroxyphenyl)(phenyl)methane